C(C1=CC=CC=C1)NCCC[Si](OC)(OC)OC N-benzyl-γ-aminopropyltrimethoxysilane